CN(CC(=O)O)C1=NC2=CC=C(C=C2C(=C1)C1=CC=CC=C1)C1=CC(=CC=C1)CCC methyl-N-(4-phenyl-6-(3-propylphenyl)quinolin-2-yl)glycine